ClC1=C2C=3C=C(C=CC3N(C2=CC=C1)C1=CC=CC=C1)C1=CC=CC=C1 5-chloro-3,9-diphenyl-9H-carbazole